N1(CCNCCC1)C1=CC2=C(CC(O2)(C)C)C=C1NC(=O)C=1C=NN2C1N=CC=C2 N-[6-(1,4-diazepan-1-yl)-2,2-dimethyl-3H-benzofuran-5-yl]pyrazolo[1,5-a]pyrimidine-3-carboxamide